C(C)(C)(C)OP(=O)(OC)C1=NC2=CC=CC=C2N=C1P(=O)(OC)OC(C)(C)C (+)-2,3-bis(tert-butyl-methylphosphono)quinoxaline